(Z)-5-hydrazono-3-methyl-9-nitro-2,3,4,5-tetrahydro-benzo[f][1,4]oxazepine N(/N)=C\1/NC(COC2=C1C=CC=C2[N+](=O)[O-])C